3-(4-methoxy-2,6-bis(methoxymethoxy)benzyl)-6-methylhept-5-en-2-one COC1=CC(=C(CC(C(C)=O)CC=C(C)C)C(=C1)OCOC)OCOC